N(=[N+]=[N-])CCCCCNC([C@H](CC=C)NC(OC(C)(C)C)=O)=O tert-butyl (S)-(1-((5-azidopentyl)amino)-1-oxopent-4-en-2-yl)carbamate